zinc (E)-6,6-dicyano-6-(indol-1-yl)-5-phenylhex-2-enoate C(#N)C(C(C/C=C/C(=O)[O-])C1=CC=CC=C1)(N1C=CC2=CC=CC=C12)C#N.[Zn+2].C(#N)C(C(C/C=C/C(=O)[O-])C1=CC=CC=C1)(C#N)N1C=CC2=CC=CC=C12